Ethyl 2-(2-(2-(6-methoxypyridin-3-yl)-4-morpholinothieno[3,2-d]pyrimidin-6-yl)propan-2-ylamino)pyrimidine-5-carboxylate COC1=CC=C(C=N1)C=1N=C(C2=C(N1)C=C(S2)C(C)(C)NC2=NC=C(C=N2)C(=O)OCC)N2CCOCC2